N-[(2-aminoquinolin-7-yl)methyl]-5-fluoro-N-(2-methanesulfonylpyridin-3-yl)pyridine-3-carboxamide NC1=NC2=CC(=CC=C2C=C1)CN(C(=O)C=1C=NC=C(C1)F)C=1C(=NC=CC1)S(=O)(=O)C